COC(CN1N=CC(=C1C(=O)OCC)F)(C)OC ethyl 2-(2,2-dimethoxypropyl)-4-fluoro-pyrazole-3-carboxylate